FC1=CC=C(C=C1)CN1CCN(CC1)S(=O)(=O)C1=C2C=CC=NC2=C(C(=C1)C)O 5-[4-[(4-fluorophenyl)methyl]piperazin-1-yl]sulfonyl-7-methyl-quinolin-8-ol